C(C)(C)(C)OC(=O)N1CC[C@H]2[C@@H]1CN(CC2)C (3aS,7aR)-6-methyl-octahydro-1H-pyrrolo[2,3-C]pyridine-1-carboxylic acid tert-butyl ester